FC=1C=C2C(NN=C(C2=CC1F)C1=CC2=C(NC(=N2)NC(OC2CCCCC2)=O)C=C1)=O Cyclohexyl (5-(6,7-difluoro-4-oxo-3,4-dihydrophthalazin-1-yl)-1H-benzimidazol-2-yl)carbamate